COC(=O)C=1C=CC=C2C=NN(C12)C=CC (prop-1-en-1-yl)-1H-indazole-7-carboxylic acid methyl ester